BrC1=CC=C(C=C1)C(=O)N1C[C@H]([C@@H](CC1)N1CC2=CC=CC=C2CC1)O Trans-(4-bromophenyl)(4-(3,4-dihydroisoquinolin-2(1H)-yl)-3-hydroxypiperidin-1-yl)ketone